DL-β-homophenylalanine N[C@@H](CC1=CC=CC=C1)CC(=O)O |r|